CC=CC1=C(C=CC=C1C)C beta-methyl-2,6-dimethylstyrene